2-fluoro-4-(6-(2,2,2-trifluoroethoxy)pyrazin-2-yl)benzoic acid FC1=C(C(=O)O)C=CC(=C1)C1=NC(=CN=C1)OCC(F)(F)F